NC=1SC=C(N1)C=1CN(CCC1)C(=O)OCCCC butyl 3-(2-amino-1,3-thiazol-4-yl)-5,6-dihydro-2H-pyridine-1-carboxylate